C[Si](C)(C)C(=CCN)[Si](C)(C)C di(trimethylsilyl)allylamine